1-oxopropa-2-yl acetate C(C)(=O)OC(C=O)C